NC1=CC=C(N=N1)N(S(=O)(=O)C)C N-(6-aminopyridazin-3-yl)-N-methyl-methanesulfonamide